Mercury(I) carbonate C([O-])([O-])=O.[Hg+].[Hg+]